C(=O)[O-].[Cr+3].C(=O)[O-].C(=O)[O-] chromium (iii) formate